C1N(CC2=CC=CC=C12)CC=1OC=C(C(C1)=O)OCC1=CC=C(C=C1)S(=O)(=O)N1CCCCC1 2-(isoindolin-2-ylmethyl)-5-((4-(piperidine-1-ylsulfonyl)benzyl)oxy)-4H-pyran-4-one